FC1=C(CNC2=NC=NC3=CC=C(C=C23)C=2C=CC=3N(C2)C=C(N3)C3=CC=C(C=C3)F)C=CC=C1 N-(2-fluorobenzyl)-6-(2-(4-fluorophenyl)imidazo[1,2-a]pyridin-6-yl)quinazolin-4-amine